[2-[(6-fluoro-2-methyl-3,4-dihydro-1H-isoquinolin-7-yl)amino]-8-methyl-7-oxo-pyrido[2,3-d]pyrimidin-6-yl]-8-methyl-2,3-dihydroquinoxaline-1-carboxylic acid tert-butyl ester C(C)(C)(C)OC(=O)N1C(CNC2=CC=CC(=C12)C)C1=CC2=C(N=C(N=C2)NC2=C(C=C3CCN(CC3=C2)C)F)N(C1=O)C